N-((6-chloropyridin-3-yl)methyl)pyridin-2-amine ClC1=CC=C(C=N1)CNC1=NC=CC=C1